Stearic Acid-18O C(CCCCCCCCCCCCCCCCC)(=[18O])O